(1-(tert-butyl)-3-((1S,3R)-3-(((4-nitrophenoxy)carbonyl)oxy)cyclopentyl)-1H-pyrazol-5-yl)carbamate C(C)(C)(C)N1N=C(C=C1NC([O-])=O)[C@@H]1C[C@@H](CC1)OC(=O)OC1=CC=C(C=C1)[N+](=O)[O-]